1,3-bis[tribromomethyl]imidazole BrC(N1CN(C=C1)C(Br)(Br)Br)(Br)Br